methyl-2-phenylpyridin-4-amine CC=1C(=NC=CC1N)C1=CC=CC=C1